2-ethyl-1-(6-(2-hydroxypropan-2-yl)pyridin-2-yl)-6-(5,6,7,8-tetrahydro-1,6-naphthyridin-3-ylamino)-1H-pyrazolo[3,4-d]pyrimidin-3(2H)-one C(C)N1N(C2=NC(=NC=C2C1=O)NC=1C=NC=2CCNCC2C1)C1=NC(=CC=C1)C(C)(C)O